C1(CC1)C=1C=C(C=2N(C1)C=C(N2)CNC2=CC(=NC=N2)NC(=O)[C@@H]2[C@H](C2)C2=NC=CC(=N2)C)S(=O)(=O)C (1S,2S)-N-(6-(((6-cyclopropyl-8-(methylsulfonyl)imidazo[1,2-a]pyridin-2-yl)methyl)amino)pyrimidin-4-yl)-2-(4-methylpyrimidin-2-yl)cyclopropane-1-carboxamide